N-(1-(3-methylphenyl)vinyl)acetamide CC=1C=C(C=CC1)C(=C)NC(C)=O